[Si](C)(C)(C(C)(C)C)O[C@@H]1CC2=CC[C@H]3[C@@H]4CCC5([C@@]4(C)CC[C@@H]3[C@]2(CC1)C)OCCO5 3β-(tert-Butyldimethylsilyloxy)-17,17-(ethylenedioxy)-androst-5-ene